((4-mercapto-1,2-phenylene)bis(oxy))bis(N-hydroxypropionamide) SC1=CC(=C(C=C1)OC(C(=O)NO)C)OC(C(=O)NO)C